tert-butyl-4,7-dimethyl-1H-spiro[1,8-naphthyridine-2,3'-pyrrolidine] C(C)(C)(C)N1CC2(CC1)NC1=NC(=CC=C1C(=C2)C)C